(R)-5-(tert-butyl)-N-(8-(2-(cyclopropanecarboxamido)pyridin-4-yl)-2,3,4,5-tetrahydrobenzo[b]oxepin-5-yl)-1,2,4-oxadiazole-3-carboxamide C(C)(C)(C)C1=NC(=NO1)C(=O)N[C@H]1C2=C(OCCC1)C=C(C=C2)C2=CC(=NC=C2)NC(=O)C2CC2